molecular hydrogen iodide [I-].[H][H]